bisoleoyl-isopropyl-dimethyl-ammonium methyl-sulfate COS(=O)(=O)[O-].C(CCCCCCC\C=C/CCCCCCCC)(=O)C([NH+](C)C(C)C)C(CCCCCCC\C=C/CCCCCCCC)=O